4-Bromo-11,11-dimethyl-11H-benzo[b]fluorene BrC=1C=2C=3C=C4C(=CC3C(C2C=CC1)(C)C)C=CC=C4